Cl.F[P-](F)(F)(F)(F)F.N1(N=NC2=C1C=CC=C2)OC(=[N+](C)C)N(C)C 2-(1H-benzotriazol-1-yl)-1,1,3,3-tetramethyluronium hexafluorophosphate HCl